NC1=NCN(C=N1)[C@H]1[C@H](O)[C@H](O)[C@H](O1)CO 4-amino-1-(beta-D-ribofuranosyl)-1,3,5-triazine